(Z)-3-(dimethylamino)-1-(2-methylthiazol-4-yl)prop-2-en-1-one CN(\C=C/C(=O)C=1N=C(SC1)C)C